(R)-1-(2-Chloro-3-(1-((7-methoxy-6-(2-methoxyethoxy)-2-methylquinazoline-4-yl)amino)ethyl)phenyl)-1,1-difluoro-2-methylpropan-2-ol ClC1=C(C=CC=C1[C@@H](C)NC1=NC(=NC2=CC(=C(C=C12)OCCOC)OC)C)C(C(C)(O)C)(F)F